CC(COC=1C=C2CC(CC2=CC1)C(=O)OCC)(C)NC(=O)OC(C)(C)C Ethyl 5-[2-methyl-2-[(2-methylpropan-2-yl)oxycarbonylamino]propoxy]-2,3-dihydro-1H-indene-2-carboxylate